N1C=C(C2=CC=CC=C12)CC[C@H]1N(CCC2=CC(=C(C=C12)OCC)OC([2H])([2H])[2H])C=O (R)-1-(2-(1H-indol-3-yl)ethyl)-7-ethoxy-6-(meth-oxy-d3)-3,4-dihydroisoquinoline-2(1H)-formaldehyde